1,2-Xylene C=1(C(=CC=CC1)C)C